3-Amino-3-[(1-methoxy-1-oxobutan-2-yl)carbamoyl]propanoic acid NC(CC(=O)O)C(NC(C(=O)OC)CC)=O